3-amino-4-methoxy-N-methyl-N-{[2-(trimethylsilyl)ethoxy]methyl}benzenesulfonamide NC=1C=C(C=CC1OC)S(=O)(=O)N(COCC[Si](C)(C)C)C